(4-((2-(ethylcarbamoyl)pyridin-4-yl)oxy)phenyl)-4-oxo-1-phenyl-1,4-dihydroquinoline-3-carboxamide C(C)NC(=O)C1=NC=CC(=C1)OC1=CC=C(C=C1)C=1N(C2=CC=CC=C2C(C1C(=O)N)=O)C1=CC=CC=C1